N-((1-((5-(2,6-dichloro-4-(6-(difluoromethyl)-3,5-dioxo-4,5-dihydro-1,2,4-triazin-2(3H)-yl)phenoxy)-2-hydroxyphenyl)sulfonamido)cyclopropyl)methyl)cyclopropanecarboxamide ClC1=C(OC=2C=CC(=C(C2)S(=O)(=O)NC2(CC2)CNC(=O)C2CC2)O)C(=CC(=C1)N1N=C(C(NC1=O)=O)C(F)F)Cl